FC1=C(C(=O)C=2C=CC(=C(C(=O)OC)C2)[N+](=O)[O-])C(=CC=C1NC(C(F)(F)F)=O)F methyl 5-[2,6-difluoro-3-[(2,2,2-trifluoroacetyl)amino]benzoyl]-2-nitro-benzoate